3-(t-butyl) 2-methyl (1R,2R,5S)-3-azabicyclo[3.1.0]hexane-2,3-dicarboxylate [C@@H]12[C@@H](N(C[C@H]2C1)C(=O)OC(C)(C)C)C(=O)OC